The molecule is a phthalate that is the conjugate base of phthalic acid. It has a role as a human xenobiotic metabolite. It is a conjugate base of a phthalic acid. It is a conjugate acid of a phthalate(2-). C1=CC=C(C(=C1)C(=O)O)C(=O)[O-]